8-Bromo-5-fluoroisoquinoline BrC=1C=CC(=C2C=CN=CC12)F